(E)-3-(pyridin-3-yl)acrylic acid N1=CC(=CC=C1)/C=C/C(=O)O